C(=O)(OCC1C2=CC=CC=C2C2=CC=CC=C12)N[C@@H](CCCNC(=O)N)C(=O)O FMOCcitrulline